CC1=C(C=2N(C=C1C1=C(C=3C(=CN=C(C3C)N3CCC(CC3)NC3COC3)N1)C(C)C)N=CN2)C 1-(2-(7,8-dimethyl-[1,2,4]triazolo[1,5-a]pyridin-6-yl)-3-isopropyl-4-methyl-1H-pyrrolo[2,3-c]pyridin-5-yl)-N-(oxetan-3-yl)piperidin-4-amine